ClC=1C=CC=2N=CN=C(C2N1)NC1=C(C(=C(C=C1)OC(F)F)Cl)F 6-chloro-N-[3-chloro-4-(difluoromethoxy)-2-fluoro-phenyl]pyrido[3,2-d]pyrimidin-4-amine